OC[C@H](C1=CC=CC=C1)NC1=NC(=NC=C1C1=CN=NN1)NC=1C=C2CCN(C(C2=CC1)=O)C 6-[[4-[[(1S)-2-hydroxy-1-phenyl-ethyl]amino]-5-(1H-triazol-5-yl)pyrimidin-2-yl]amino]-2-methyl-3,4-dihydroisoquinolin-1-one